(1,6-hexanediyl)bis(behenamide) C(CCCCCCCCCCCCCCCCCCCCCCCCCCC(=O)N)CCCCCCCCCCCCCCCCCCCCCC(=O)N